ClC1=CC=C(S1)C1=C(C(=NN1COCC[Si](C)(C)C)NC(=O)C1CC(C1)(F)F)C1CCC1 N-(5-(5-chlorothiophen-2-yl)-4-cyclobutyl-1-((2-(trimethylsilyl)ethoxy)methyl)-1H-pyrazol-3-yl)-3,3-difluorocyclobutane-1-carboxamide